5-(aminomethyl)-5-(3-chlorophenyl)oxolan-2-one NCC1(CCC(O1)=O)C1=CC(=CC=C1)Cl